FC(C1=NC(=NC=C1)C=1C(=NC(=CC1)F)C)F 4-(difluoromethyl)-2-(6-fluoro-2-methylpyridin-3-yl)pyrimidine